CN1N=CC=2N=C(N=C(C21)NC=2N=CN(C2)C2=CC(=C(C(=C2)OC)OC)OC)N2[C@@H](CCC2)CO (S)-(1-(1-methyl-7-((1-(3,4,5-trimethoxyphenyl)-1H-imidazol-4-yl)amino)-1H-pyrazolo[4,3-d]pyrimidin-5-yl)pyrrolidin-2-yl)methanol